C(C)(C)(C)OC(=O)N[C@H]1CSC2=C(N(C1=O)CC1=CC=C(C=C1)C1=CC=C(C=C1)C(F)(F)F)C=C(C=C2)C(=O)OC methyl (3R)-3-(tert-butoxycarbonylamino)-4-oxo-5-[[4-[4-(trifluoromethyl)phenyl]phenyl]methyl]-2,3-dihydro-1,5-benzothiazepine-7-carboxylate